1-[2-chloro-4-[[5-(2,3-difluoro-4-methoxy-phenyl)-1-methyl-imidazole-2-carbonyl]amino]benzoyl]-N-[(3S,4S)-4-hydroxypyrrolidin-3-yl]piperidine-4-carboxamide ClC1=C(C(=O)N2CCC(CC2)C(=O)N[C@H]2CNC[C@@H]2O)C=CC(=C1)NC(=O)C=1N(C(=CN1)C1=C(C(=C(C=C1)OC)F)F)C